C(C1=CC=CC=C1)OC=1C(=NC=C(C1)OC)N 3-(benzyloxy)-5-methoxypyridin-2-amine